ClC1=CC2=C(N=CNC2=O)N1C1=CC=C(C=C1)[C@@H]1CO[C@H](CN1C(=O)OC(C)(C)C)C tert-butyl (2S,5R)-5-(4-(6-chloro-4-oxo-3,4-dihydro-7H-pyrrolo[2,3-d]pyrimidin-7-yl)phenyl)-2-methylmorpholine-4-carboxylate